C(C)(C)(C)[Si](OC1CCC(CC1)N1N=NC(=C1C)C=1C=C(C=2N(C1)N=CC2C#N)O[C@H](C)C2=NC=C(C=C2)F)(C)C 6-[1-[4-[tert-butyl-(dimethyl)silyl]oxycyclohexyl]-5-methyl-triazol-4-yl]-4-[(1R)-1-(5-fluoro-2-pyridyl)ethoxy]pyrazolo[1,5-a]pyridine-3-carbonitrile